C(CCCCC)OC(CCC\C=C/CCO)OCCCCCC (3Z)-8,8-dihexyloxy-3-octen-1-ol